(S)-(7-nitro-5-sulfamoylindolin-2-yl)methyl carbamate C(N)(OC[C@H]1NC2=C(C=C(C=C2C1)S(N)(=O)=O)[N+](=O)[O-])=O